CC1=CC=C2C=COC3(NCC4=CC=CC=C34)C2=C1 7-methyl-spiro(isochromene-1,1'-isoindoline)